FC1=C(C(=C(C(=C1OC(=O)C1=CC(=C(C=C1)OC)N1C(NC(CC1)=O)=O)F)F)F)F 3-(2,4-dioxo-tetrahydropyrimidine-1(2H)-yl)-4-methoxybenzenecarboxylic acid pentafluorophenyl ester